NC=1C=CC(=NC1)NC1=CC=C(C=C1)NC1=NC=C(C=C1)N bis(5-amino-2-pyridinyl)-1,4-phenylenediamine